(R)-4-(2-(isopropylamino)-6-methyl-4-oxo-5,6,7,8-tetrahydropyrido[3,4-d]pyrimidin-3(4H)-yl)-N-methylbutanamide hydrochloride Cl.C(C)(C)NC=1N(C(C2=C(N1)CN[C@@H](C2)C)=O)CCCC(=O)NC